C(C1=CC=CC=C1)OC1=C(C=CC(=C1)Br)CBr 2-(benzyloxy)-4-bromo-1-(bromomethyl)benzene